BrC=1C=C(C=C(C1C1(CC(=C(C2=CC=CC=C12)N)\N=N\[H])S(=O)(=O)N)Br)C1=CC(=C(C(=C1)Br)C1(CC(=C(C2=CC=CC=C12)N)\N=N\[H])S(=O)(=O)N)Br 1,1'-(3,3',5,5'-tetrabromo[1,1'-biphenyl]-4,4'-diyl)bis{4-amino-3-[(E)-diazenyl]naphthalene-1-sulfonamide}